ClC=1C=CC2=C(N(CC(O2)C(NC23CC(C2)(C3)NC(COC3=CC(=C(C=C3)Cl)F)=O)=O)CCC(=O)OC(C)(C)C)C1 tert-butyl 3-[6-chloro-2-({3-[2-(4-chloro-3-fluorophenoxy)acetamido]bicyclo[1.1.1]pentan-1-yl}carbamoyl)-2,3-dihydro-4H-1,4-benzoxazin-4-yl]propanoate